CC1=C(OC=2CCC3=CN(N=C3C21)CC2=NC=CC=C2)C(=O)NCC2=NOC(=C2)CN2CCOCC2 8-Methyl-N-{[5-(morpholin-4-ylmethyl)-1,2-oxazol-3-yl]methyl}-2-(pyridin-2-ylmethyl)-4,5-dihydro-2H-furo[2,3-g]indazol-7-carboxamid